Cl.C(C1=CC=CC=C1)(=O)OC1(C(CC(CC1)NS(=O)(=O)C1=CC(=CC=C1)Cl)CN(C)C)C1=CC(=CC=C1)OC 4-((3-Chlorophenyl)sulfonylamino)-2-((dimethylamino)methyl)-1-(3-methoxyphenyl)cyclohexyl benzoate hydrochloride